C1(CC1)N1N=C2N(C(N([C@H](C2=C1)C)C1CCN(CC1)C=1C(=NC=CC1C(F)F)OC)=O)CC1=C(C=CC=C1)C(F)(F)F (S)-2-cyclopropyl-5-(4'-difluoromethyl-2'-methoxy-3,4,5,6-tetrahydro-2H-[1,3']bipyridinyl-4-yl)-4-methyl-7-(2-trifluoromethyl-benzyl)-2,4,5,7-tetrahydro-pyrazolo[3,4-d]pyrimidin-6-one